aminoBoc-3-bromo-1,2-propanediol NC(C(CBr)O)(O)C(=O)OC(C)(C)C